C(=O)O.O=C1NC(CCC1N1C(C2=CC=C(C=C2C1=O)OCCCCCN1CCC(CC1)OC1CN(C1)C1=NC=C(C=C1)C1=NC2=NC3=C(N2C=C1)C=CC=C3)=O)=O 2-(2,6-dioxo-3-piperidyl)-5-[5-[4-[1-(5-pyrimido[1,2-a]benzimidazol-2-yl-2-pyridyl)azetidin-3-yl]oxy-1-piperidyl]pentoxy]isoindoline-1,3-dione formate